C(C)C1=C(C(=C(C(=C1C)CC)C)CC)O 2,4,6-triethyl-3,5-dimethylphenol